N(=[N+]=[N-])[C@H]1C[C@@H](O[C@@H]1CO)N1C(NC(C(=C1)C)=O)=O 1-[(2R,4S,5S)-4-azido-5-(hydroxymethyl)oxolan-2-yl]-5-methylpyrimidine-2,4-dione